BrC1=C(C(=CC=C1)OC(F)F)[C@@H](CC=N[S@](=O)C(C)(C)C)NC1=C(C(=CC=C1[N+](=O)[O-])Cl)F (R)-N-[(3R)-3-[2-bromo-6-(difluoromethoxy)phenyl]-3-[(3-chloro-2-fluoro-6-nitrophenyl)amino]propylidene]-2-methylpropane-2-sulfinamide